CNC1CCC(CC1)N N-methylcyclohexane-1,4-diamine